2-(((R)-1-(2-((S)-3-(1H-Pyrazol-4-yl)piperidin-1-yl)-6-methyl-4-oxo-4H-chromen-8-yl)ethyl)amino)benzoic acid N1N=CC(=C1)[C@H]1CN(CCC1)C=1OC2=C(C=C(C=C2C(C1)=O)C)[C@@H](C)NC1=C(C(=O)O)C=CC=C1